(S)-Benzyl 3-(5-chloro-4-(((4-methoxybenzyl)oxy)methyl)thiophen-2-yl)-3-(1-ethyl-4-methyl-1H-benzo[d][1,2,3]triazol-5-yl)-2,2-dimethylpropanoate ClC1=C(C=C(S1)[C@H](C(C(=O)OCC1=CC=CC=C1)(C)C)C1=C(C2=C(N(N=N2)CC)C=C1)C)COCC1=CC=C(C=C1)OC